2,6-dioxapiperidin-3-yl-4-fluoroisoindole-1,3-dione N1OC(CCO1)C=1C(=C2C(NC(C2=CC1)=O)=O)F